[Si](C1=CC=CC=C1)(C1=CC=CC=C1)(C(C)(C)C)OCC1=C(C=CC(=C1)O)NC(C1=CC=CC=C1)=O N-(2-(((tert-butyldiphenylsilyl)oxy)methyl)-4-hydroxyphenyl)benzamide